tert-Butyl (3E)-2,2-dimethyl-3-[3-(6-methylpyridin-2-yl)prop-2-yn-1-ylidene]pyrrolidine-1-carboxylate CC/1(N(CC\C1=C/C#CC1=NC(=CC=C1)C)C(=O)OC(C)(C)C)C